2-chloro-N-cyclopropyl-5-[1-[2,6-dichloro-4-[1,2,2,2-tetrafluoro-1-(trifluoromethyl)-ethyl]phenyl]pyrazol-4-yl]-N-methylpyridine-3-carboxamide ClC1=NC=C(C=C1C(=O)N(C)C1CC1)C=1C=NN(C1)C1=C(C=C(C=C1Cl)C(C(F)(F)F)(C(F)(F)F)F)Cl